C(C)(C)(C)OC(=O)N1CC=2C=CC(=NC2CC1CCC1=CC=C(C=C1)OC)S(=O)(=O)[O-].[Na+] sodium 6-(tert-Butoxycarbonyl)-7-(4-methoxyphenylethyl)-5,6,7,8-tetrahydro-1,6-naphthyridine-2-sulfonate